Cl.CN([C@@H](CCCCN)C(=O)O)C(=O)OC(C)(C)C methyl-(tert-butoxycarbonyl)-L-lysine hydrochloride